tert-butyl (5-amino-2-methoxy-4-(1-methylpiperidine-4-yl)phenyl)-carbamate NC=1C(=CC(=C(C1)NC(OC(C)(C)C)=O)OC)C1CCN(CC1)C